N-[2,5-difluoro-4-(trifluoromethyl)phenyl]-5-(3-methoxy-2-pyridyl)-1H-pyrrole-3-sulfonamide FC1=C(C=C(C(=C1)C(F)(F)F)F)NS(=O)(=O)C1=CNC(=C1)C1=NC=CC=C1OC